C(C(C)C)C1=CC=C(C=C1)C(C(=O)N(C=1SC=C(N1)C1=CC=CC=C1)C1=CC=CC=C1)C 2-(4-isobutylphenyl)-N-phenyl-N-(4-phenylthiazol-2-yl)propanamide